ClC1=CC=C(C=C1)NC(C(C)N1CC2C(CC1)CN(C2)C2=CC=NC1=CC=C(C=C21)F)=O N-(4-chlorophenyl)-2-(2-(6-fluoroquinolin-4-yl)octahydro-5H-pyrrolo[3,4-c]pyridin-5-yl)propionamide